2-(3-chloro-4-fluorophenyl)-2-[(4-{[(5-methyl-1,2,4-oxadiazol-3-yl)amino]methyl}-1H-1,3-benzodiazol-2-yl)amino]propan-1-ol 1-heptyl-3-methyl-imidazoleacetate C(CCCCCC)C=1N(C(=NC1)CC(=O)OCC(C)(NC1=NC2=C(N1)C=CC=C2CNC2=NOC(=N2)C)C2=CC(=C(C=C2)F)Cl)C